3-cyclopentyl-5-(1H-indazol-5-yl)-7-morpholinoisoxazolo[4,5-d]pyrimidine C1(CCCC1)C1=NOC2=C1N=C(N=C2N2CCOCC2)C=2C=C1C=NNC1=CC2